3,4-dihydro-3-methyl-2H-pyrrole CC1CN=CC1